(2S)-6-[[[(4S,4aS,5aS,6S,12aR)-4-(dimethylamino)-1,6,10,11,12a-pentahydroxy-6-methyl-3,12-dioxo-4,4a,5,5a-tetrahydrotetracene-2-carbonyl]amino]methylamino]-2-aminocaproic acid CN([C@@H]1C(C(=C([C@]2(C(C3=C(C4=C(C=CC=C4[C@@]([C@H]3C[C@@H]12)(C)O)O)O)=O)O)O)C(=O)NCNCCCC[C@@H](C(=O)O)N)=O)C